1-(5-{[(5-chlorothiophen-2-yl)methyl]amino}-3-{1-[2-(morpholin-4-yl)-2-oxoethyl]piperidin-4-yl}-1H-pyrazol-1-yl)-2,2-dimethylpropan-1-one ClC1=CC=C(S1)CNC1=CC(=NN1C(C(C)(C)C)=O)C1CCN(CC1)CC(=O)N1CCOCC1